(2R,4S)-4-amino-2-(4-boronobutyl)pyrrolidine-2-carboxylic acid N[C@H]1C[C@@](NC1)(C(=O)O)CCCCB(O)O